C(C=C)(=O)NC=1C=C2C=C(N=C(C2=CC1)N1C[C@@H](CC1)NC(OC(C)(C)C)=O)N1CCOCC1 (R)-tert-butyl (1-(6-acrylamido-3-morpholinoisoquinolin-1-yl)pyrrolidin-3-yl)carbamate